1-Undecyl-2-ethylpiperidinium fluorid [F-].C(CCCCCCCCCC)[NH+]1C(CCCC1)CC